(R)-5-(5-(2-(3-fluoropyrrolidin-1-yl)ethyl)-3-isopropyl-1H-indol-2-yl)-1,3-dimethylpyridin-2(1H)-one F[C@H]1CN(CC1)CCC=1C=C2C(=C(NC2=CC1)C=1C=C(C(N(C1)C)=O)C)C(C)C